CO[Si](CCCC1OC1)(OC)OC trimethoxy[(3-oxiran-2-yl)propyl]silane